C([O-])([O-])=O.[Ce+3].C([O-])([O-])=O.C([O-])([O-])=O.[Ce+3] cerium (iii) carbonate